OCCOC=1C(=C(C2=CC=CC(=C2C1)C1=CC2=CC=CC=C2C=C1)C1=CC=CC2=C(C=CC=C12)C1=CC2=CC=CC=C2C=C1)OCCO bis(2-hydroxyethoxy)-5,5'-bis-2-naphthyl-1,1'-binaphthyl